(3S)-3-(4-{[(2E)-4-methylpent-2,4-dien-1-yl]Oxy}phenyl)hex-4-ynoic acid methyl ester COC(C[C@H](C#CC)C1=CC=C(C=C1)OC\C=C\C(=C)C)=O